N-hydroxypropyl-N-hydroxybutyl-dimethyl-ammonium chloride [Cl-].OCCC[N+](CCCCO)(C)C